N-(3-chloro-5-(methylsulfonamido)phenyl)-1-(5-(3,3-difluoroazetidin-1-yl)-3-fluoropyridin-2-yl)-5-methyl-1H-pyrrole-3-carboxamide ClC=1C=C(C=C(C1)NS(=O)(=O)C)NC(=O)C1=CN(C(=C1)C)C1=NC=C(C=C1F)N1CC(C1)(F)F